C(C)N1CCC2(C[C@@H]2C(=O)N[C@@H](CCCCCC(CC)=O)C=2NC(=CN2)C=2C=C3C=CN(C(C3=CC2)=O)C(C)C)CC1 (S)-6-Ethyl-N-((S)-1-(5-(2-isopropyl-1-oxo-1,2-dihydroisochinolin-6-yl)-1H-imidazol-2-yl)-7-oxononyl)-6-azaspiro[2.5]octan-1-carboxamid